N1CC(C1)N1CCC(CC1)C=1C(=C(C=CC1)C1=NN(C(O1)=O)CC1=NC=C(C=C1)C=1OC(=NN1)C(F)F)F 5-[3-[1-(azetidin-3-yl)-4-piperidinyl]-2-fluoro-phenyl]-3-[[5-[5-(difluoromethyl)-1,3,4-oxadiazol-2-yl]-2-pyridinyl]methyl]-1,3,4-oxadiazol-2-one